C12NCC(C1)C2 2-azabicyclo[2.1.1]-hexane